S(C1=C(C=CC=C1)[O-])C1=C(C=CC=C1)[O-].[Ni+2] nickel (II) 2,2'-thiobisphenolate